2-methyl-6-[3'-oxo-5'-(pyrazin-2-yl)tetrahydro-1H,3'H-spiro[piperidine-4,2'-pyrrolo[2,1-b][1,3]oxazol]-1-yl]pyridine-3-carbonitrile CC1=NC(=CC=C1C#N)N1CCC2(C(N3C(O2)CCC3C3=NC=CN=C3)=O)CC1